FC(OC1=C(C=CC(=C1)OC(F)F)C=1C=2N(C(=NN1)NC1CC(C1)(O)C)C=CC2)F (1s,3s)-3-({1-[2,4-bis(difluoromethoxy)phenyl]pyrrolo[1,2-d][1,2,4]triazin-4-yl}amino)-1-methylcyclobutan-1-ol